1-(5-bromo-4-fluoro-2-methoxy-phenyl)-3-[(1S)-1-(2-pyrimidin-2-yl-1,2,4-triazol-3-yl)ethyl]urea BrC=1C(=CC(=C(C1)NC(=O)N[C@@H](C)C=1N(N=CN1)C1=NC=CC=N1)OC)F